NC=1C=2N(C3=CC(=C(C=C3N1)F)C(=O)N(C13CC(C1)C3)CC3=CC1=C(N=CS1)C=C3)C=NC2 4-amino-N-(benzo[d]thiazol-6-ylmethyl)-N-(bicyclo[1.1.1]pentan-1-yl)-7-fluoroimidazo[1,5-a]quinoxaline-8-carboxamide